OC1=CC=C2[C@@H]([C@@H](COC2=C1)C1=CC=CC=C1)C1=CC=C(C=C1)N1CCN(CC1)CC1=CC=C(C=C1)NC1C(NC(CC1)=O)=O 3-((4-((4-(4-((3R,4S)-7-hydroxy-3-phenylchroman-4-yl)phenyl)piperazin-1-yl)methyl)phenyl)amino)piperidine-2,6-dione